3-bromo-1-benzofuran-7-carbonitrile BrC1=COC2=C1C=CC=C2C#N